C1(CCCCC1)NC=1C2=C(N=C(N1)NC1=C(C=C(C=C1)C=1N=NN(C1)C)OC)NC=C2C#N 4-(cyclohexylamino)-2-((2-methoxy-4-(1-methyl-1H-1,2,3-triazol-4-yl)phenyl)amino)-7H-pyrrolo[2,3-d]pyrimidine-5-carbonitrile